NC1=C(C=C(C=N1)NC(C(=O)N1[C@H](CCCC1)C1CCCCC1)=O)C N-(6-amino-5-methyl-3-pyridyl)-2-[(2R)-2-cyclohexyl-1-piperidyl]-2-oxo-acetamide